C(C)[S-] ETHANETHIOLATE